N-[(1H-benzimidazol-2-yl)methyl]-6-cyclopropyl-1-(3-methoxy-3-methylbutyl)-1H-pyrazolo[3,4-b]pyrazin-3-amine N1C(=NC2=C1C=CC=C2)CNC2=NN(C1=NC(=CN=C12)C1CC1)CCC(C)(C)OC